3-(2-(difluoromethoxy)-5-fluoropyridin-4-yl)-1-(3-hydroxy-3-methylbutan-2-yl)-N-(3-methyl-1,1-dioxidothietan-3-yl)-1H-pyrazolo[4,3-c]pyridine-6-carboxamide FC(OC1=NC=C(C(=C1)C1=NN(C2=C1C=NC(=C2)C(=O)NC2(CS(C2)(=O)=O)C)C(C)C(C)(C)O)F)F